2-Chloro-N-[1-(2-cyclopropylpyridin-4-yl)-1H-indazol-4-yl]-5-{[(cyclopropylsulfonyl)amino]methyl}benzamide ClC1=C(C(=O)NC2=C3C=NN(C3=CC=C2)C2=CC(=NC=C2)C2CC2)C=C(C=C1)CNS(=O)(=O)C1CC1